C1(CC1)C=1N=CC=2C3=C(C=C(C2C1)S(=O)(=O)NCC(C)C)C(CC3NC=3C=NC=C(C3)OC)NC=3C=NC=C(C3)OC 3-cyclopropyl-7,9-bis[(5-methoxypyridin-3-yl)amino]-N-(2-methylpropyl)-8,9-dihydro-7H-cyclopenta[h]isoquinoline-5-sulfonamide